CC1=CC=C(C=C1)SC1=CC=CC=2C3=CC=CC=C3OP(C12)=O S-(4-methylphenyl)thio-9,10-dihydro-9-oxa-10-phosphaphenanthrene-10-oxide